(((4R,6S)-4-methyl-8-oxo-7-oxa-9-azadispiro[2.2.46.23]dodecan-4-yl)methyl)-1H-benzo[d]imidazole-6-carbonitrile C[C@@]1(C2(CC2)CC[C@@]2(C1)OC(NC2)=O)CN2C=NC1=C2C=C(C=C1)C#N